CC1=C(C=C(C=N1)NC(CN1[C@H](CCC1)C)=O)NC1=NN(C2=NC(=NC=C21)NC=2N=CN(C2)C)C (S)-N-(6-methyl-5-((1-methyl-6-((1-methyl-1H-imidazol-4-yl)amino)-1H-pyrazolo[3,4-d]pyrimidin-3-yl)amino)pyridin-3-yl)-2-(2-methylpyrrolidin-1-yl)acetamide